(4Z)-2-[[(1R)-1-(hydroxymethyl)-3-methyl-butyl]amino]-4-(6-quinolylmethylene)-1H-imidazol-5-one OC[C@@H](CC(C)C)NC=1NC(/C(/N1)=C/C=1C=C2C=CC=NC2=CC1)=O